4-Anilinoquinazoline N(C1=CC=CC=C1)C1=NC=NC2=CC=CC=C12